C(C)(C)(C)OC(=O)N[C@@H](C(=O)N1[C@@H](C[C@@H](C1)N1N=NC=C1C(C)(C)O)C(=O)O)CC1CCCCC1 (2S,4S)-1-((R)-2-((tert-butoxycarbonyl)amino)-3-cyclohexylpropionyl)-4-(5-(2-hydroxypropan-2-yl)-1H-1,2,3-triazol-1-yl)pyrrolidine-2-carboxylic acid